5-(5-(2-(3-Aminopropoxy)-6-methoxyphenyl)-1H-pyrazol-3-ylamino)pyrazine-2-carbonitrile methanesulfonic acid salt CS(=O)(=O)O.NCCCOC1=C(C(=CC=C1)OC)C1=CC(=NN1)NC=1N=CC(=NC1)C#N